3-(2-((4-(2-(4-chloro-2-fluorophenyl)-2-methylbenzo[d][1,3]dioxol-4-yl)piperidin-1-yl)methyl)-1-((1,1-dioxidothietan-2-yl)methyl)-1H-imidazol-5-yl)propanoic acid ClC1=CC(=C(C=C1)C1(OC2=C(O1)C=CC=C2C2CCN(CC2)CC=2N(C(=CN2)CCC(=O)O)CC2S(CC2)(=O)=O)C)F